C(C1=CC=CC=C1)C1=C(N=C(S1)N)C 5-benzyl-4-methylthiazol-2-amine